5-{2-[(2,4-Difluorophenyl)sulfonyl]vinyl}-N4-methyl-N2-(3,4,5-trimethoxyphenyl)pyrimidine-2,4-diamine FC1=C(C=CC(=C1)F)S(=O)(=O)C=CC=1C(=NC(=NC1)NC1=CC(=C(C(=C1)OC)OC)OC)NC